C(#N)C=1C=CC(=C(C1)C1=CC(=C(N1C)C)C(=O)N(CC1=C(C(=CC=C1)OC)C)C1=CC=C(C=C1)O)C(=O)N1CC2=CC=CC=C2C[C@H]1CN1CCOCC1 5-(5-Cyano-2-{[(3S)-3-(morpholin-4-ylmethyl)-3,4-dihydroisoquinolin-2(1H)-yl]carbonyl}phenyl)-N-(4-hydroxyphenyl)-N-(3-methoxy-2-methylbenzyl)-1,2-dimethyl-1H-pyrrole-3-carboxamide